NC(N)C(=O)O alpha-aminoglycine